Phenylarsonine C1(=CC=CC=C1)C=1[AsH]C=CC=CC=CC1